4-(5-chloro-2-(4-(trimethylsilyl)-1H-1,2,3-triazol-1-yl)phenyl)-6-methoxy-5-methylpyrimidine ClC=1C=CC(=C(C1)C1=NC=NC(=C1C)OC)N1N=NC(=C1)[Si](C)(C)C